BrC1=C(C=C(C=C1)[C@H](C1=CC=CC=C1)NC(=O)[C@H]1N(C[C@@H](C1)F)C(=O)OC(C)(C)C)F tert-butyl (2S,4R)-2-(((S)-(4-bromo-3-fluorophenyl)(phenyl)methyl)carbamoyl)-4-fluoropyrrolidine-1-carboxylate